CC(=NCCNCCN)CCCC N-(methyl-butylmethylene)-diethylenetriamine